(4-{[2-(4-bromophenyl)imidazo[1,2-a]pyridin-3-yl]methyl}piperazin-1-yl)(2-methylphenyl)methanone BrC1=CC=C(C=C1)C=1N=C2N(C=CC=C2)C1CN1CCN(CC1)C(=O)C1=C(C=CC=C1)C